2-(cis-3-fluorocyclobutyl)-1-[(3R)-1-methylpyrrolidin-3-yl]-1H-imidazo[4,5-c]quinoline-8-carbonitrile F[C@H]1C[C@H](C1)C=1N(C2=C(C=NC=3C=CC(=CC23)C#N)N1)[C@H]1CN(CC1)C